CC1=NOC2=C1C(=NN=C2C2=C(C=C(C=C2)C(F)(F)F)O)N[C@H]2CN(CCC2)C 2-(3-methyl-4-{[(3R)-1-methylpiperidin-3-yl]amino}[1,2]oxazolo[4,5-d]pyridazin-7-yl)-5-(trifluoromethyl)phenol